ethyl 8-bromo-2-methyl-3-oxo-1,2,3,4-tetrahydroquinoxaline-6-carboxylate BrC=1C=C(C=C2NC(C(NC12)C)=O)C(=O)OCC